COC(=O)C=1C(=CC(=CC1)C)C1=C(C=CC(=C1)Cl)OC.C(C=C)(=O)OCCC[Si](OCC)(OCC)C acryloyloxypropyl-methyl-diethoxysilane methyl-5'-chloro-2'-methoxy-5-methyl-[1,1'-biphenyl]-2-carboxylate